3-cyclopropyloxyazetidine C1(CC1)OC1CNC1